ClC=1C=C(C=2N(N1)C=CN2)[C@@H]2[C@H](C2)C2=CC(=C(C=C2)F)Cl |r| racemic-6-chloro-8-((1S,2S)-2-(3-chloro-4-fluorophenyl)cyclopropyl)imidazo[1,2-b]pyridazine